ClC=1C=C(C=CC1)C(CO)NC(C)=O N-(1-(3-chlorophenyl)-2-hydroxyethyl)acetamide